ClC1=CC=C(C[C@H]2CO[C@H](CN2C2CCC(CC2)C2=NN(C(=C2)C)C)CO)C=C1 ((2R,5S)-5-(4-Chlorobenzyl)-4-(4-(1,5-dimethyl-1H-pyrazol-3-yl)cyclohexyl)morpholin-2-yl)methanol